6-chloro-1a,2,3,7b-tetrahydro-1H-cyclopropa[c]quinoline ClC1=CC=2C3C(CNC2C=C1)C3